ClC1=CC(=C(C=C1)[C@@]1(OC2=C(O1)C=CC=C2C2CCN(CC2)CC2=NC1=C(N2C[C@H]2OCC2)C=CC(=C1F)/C(=N/O)/N)C)F (Z)-2-((4-((S)-2-(4-chloro-2-fluorophenyl)-2-methylbenzo[d][1,3]dioxol-4-yl)piperidin-1-yl)methyl)-4-fluoro-N'-hydroxy-1-(((S)-oxetan-2-yl)methyl)-1H-benzo[d]imidazole-5-carboxamidine